nickel zinc-nickel [Ni].[Zn].[Ni]